3-Chloro-4-fluoropyrazole-1-carbaldehyde ClC1=NN(C=C1F)C=O